propyl cis-2-(biphenyl-3-ylmethyl)-3-((methylsulfonyl)amino)pyrrolidine-1-carboxylate C1(=CC(=CC=C1)C[C@@H]1N(CC[C@@H]1NS(=O)(=O)C)C(=O)OCCC)C1=CC=CC=C1